2-(1-cyanopyrrolidin-3-yl)-N-(4-(trifluoromethyl)pyridin-2-yl)acetamide C(#N)N1CC(CC1)CC(=O)NC1=NC=CC(=C1)C(F)(F)F